FC1=NC=CC(=C1)N1N=C2N(C(C=3C=C(C=C(C3C2=C1)C(C)NC1=C(C(=O)O)C=CC=C1)C)=O)C 2-((1-(2-(2-Fluoropyridin-4-yl)-4,7-dimethyl-5-oxo-4,5-dihydro-2H-pyrazolo[3,4-c]isoquinolin-9-yl)ethyl)amino)benzoic acid